N-methyl-6-(6-methyl-1,2,4,5-tetrazin-3-yl)naphthalen-2-amine CNC1=CC2=CC=C(C=C2C=C1)C=1N=NC(=NN1)C